N-(2-benzoylaminoethyl)-N-ethylbenzamide C(C1=CC=CC=C1)(=O)NCCN(C(C1=CC=CC=C1)=O)CC